4-[[2-(4-tert-butyl-3-hydroxy-phenyl)acetyl]amino]-N-(1-cyano-1-methyl-ethyl)pyridine-2-carboxamide C(C)(C)(C)C1=C(C=C(C=C1)CC(=O)NC1=CC(=NC=C1)C(=O)NC(C)(C)C#N)O